ClC=1C=CC(=C(C(=O)NC2=C(C=CC(=C2)C=2OC(=NN2)C=2OC=CC2)F)C1)OC(F)F 5-Chloro-2-(difluoromethoxy)-N-(2-fluoro-5-(5-(furan-2-yl)-1,3,4-oxadiazol-2-yl)phenyl)benzamide